(3R,4R)-4-(aminomethyl)-3-methoxypiperidine-1-carboxylic acid tert-butyl ester C(C)(C)(C)OC(=O)N1C[C@@H]([C@H](CC1)CN)OC